BrC1=NN2C(N=CC3=C2C(CC3)(C3=NN(C=C3)COCC[Si](C)(C)C)C)=C1 2-bromo-8-methyl-8-(1-((2-(trimethylsilyl)ethoxy)methyl)-1H-pyrazol-3-yl)-7,8-dihydro-6H-cyclopenta[e]pyrazolo[1,5-a]pyrimidine